1-(2,4-dimethyl-3-cyclohexene-1-yl)-2,2-dimethyl-1-propanone CC1C(CCC(=C1)C)C(C(C)(C)C)=O